2,4-bis(isopropyl-amino)-6-methoxy-S-triazine C(C)(C)NC1=NC(=NC(=N1)NC(C)C)OC